tert-butyl (2R,4S)-2-(((tert-butyldimethylsilyl)oxy)methyl)-4-(pyridin-4-ylmethyl)pyrrolidine-1-carboxylate [Si](C)(C)(C(C)(C)C)OC[C@@H]1N(C[C@H](C1)CC1=CC=NC=C1)C(=O)OC(C)(C)C